C(C1=CC=CC=C1)N1SC(C(C2=C1C=CC=C2)=O)(Cl)Cl 1-benzyl-3,3-dichloro-1H-2,1-benzothiazin-4(3H)-one